CN1CCN(CC1)C1=CC(=C(C=C1)B(O)O)OC 4-(4'-methylpiperazino)-2-methoxyphenylboronic acid